ClC1=CC(=CC2=C1CB(O2)O)NC2=NN(C=C2C(=O)N)[C@@H]2COCC[C@H]2C#N 3-[(4-chloro-2-hydroxy-1,2-benzoxaborole-6-yl)amino]-1-[trans-4-cyanotetrahydro-2H-pyran-3-yl]pyrazole-4-carboxamide